tert-butyl 4-(5-(benzyloxy)-4-cyano-2-methylbenzofuran-3-carboxamido)-3,3-difluoropyrrolidine-1-carboxylate C(C1=CC=CC=C1)OC=1C=CC2=C(C(=C(O2)C)C(=O)NC2C(CN(C2)C(=O)OC(C)(C)C)(F)F)C1C#N